methyl 3-(9-((4-(((tert-butoxycarbonyl)amino)methyl)phenyl)carbamoyl)-4,5-dihydrobenzo[b]thieno[2,3-d]oxepin-8-yl)-6-(ethylcarbamoyl)picolinate C(C)(C)(C)OC(=O)NCC1=CC=C(C=C1)NC(=O)C1=CC2=C(OCCC3=C2SC=C3)C=C1C=1C(=NC(=CC1)C(NCC)=O)C(=O)OC